2-allyl-1-(8-hydroxy-5,6,7,8-tetrahydroquinolin-2-yl)-6-((4-(2-methyl-2,7-diazaspiro[3.5]nonan-7-yl)phenyl)amino)-1,2-dihydro-3H-pyrazolo[3,4-d]pyrimidin-3-one C(C=C)N1N(C2=NC(=NC=C2C1=O)NC1=CC=C(C=C1)N1CCC2(CN(C2)C)CC1)C1=NC=2C(CCCC2C=C1)O